4-(4-(2-fluoro-4-methoxyphenoxy)piperidin-1-yl)-3-nitrobenzonitrile FC1=C(OC2CCN(CC2)C2=C(C=C(C#N)C=C2)[N+](=O)[O-])C=CC(=C1)OC